C(C)OC1=CC=C(C=C1)[C@H](COC)NC(=O)C1C2OC3=C(C21)C=CC(=C3)OC exo-N-[(1R)-1-(4-ethoxyphenyl)-2-methoxyethyl]-4-methoxy-1a,6b-dihydro-1H-cyclopropa[b][1]benzofuran-1-carboxamide